bis-bromomethyl-anthracene perfluoron-decyl-phosphonate FC(C(C(C(C(C(C(C(C(C(F)(F)F)(F)F)(F)F)(F)F)(F)F)(F)F)(F)F)(F)F)(F)F)(P(O)(O)=O)F.BrCC=1C2=CC=CC=C2C(=C2C=CC=CC12)CBr